1-((5-(5-(difluoromethyl)-1,3,4-oxadiazole-2-yl)pyridine-2-yl)methyl)-5-fluoro-3-(1-(tetrahydro-2H-pyran-4-yl)piperidine-4-yl)-1,3-dihydro-2H-benzo[d]imidazole-2-one FC(C1=NN=C(O1)C=1C=CC(=NC1)CN1C(N(C2=C1C=CC(=C2)F)C2CCN(CC2)C2CCOCC2)=O)F